4-(1-(Adamantan-1-ylmethyl)piperidin-4-yl)phenol C12(CC3CC(CC(C1)C3)C2)CN2CCC(CC2)C2=CC=C(C=C2)O